C(C1=CC=CC=C1)OC=1C2=C(N=C(N1)OC[C@H]1N(CCC1)C)CN(CC2)C2=CC(=CC1=CC=CC=C21)OCOC (S)-4-(benzyloxy)-7-(3-(methoxymethoxy)naphthalen-1-yl)-2-((1-methylpyrrolidin-2-yl)methoxy)-5,6,7,8-tetrahydropyrido[3,4-d]pyrimidine